C(#N)C(C(=O)OCC)C 2-ethyl cyanopropionate